5-(((((S)-1-oxo-1-propoxypropan-2-yl)amino)(phenoxy)phosphoryl)methyl)benzo[b]thiophene-2-carboxylic acid O=C([C@H](C)NP(=O)(OC1=CC=CC=C1)CC1=CC2=C(SC(=C2)C(=O)O)C=C1)OCCC